N=1C=NN2C(=NC=CC21)N2C[C@H]([C@H](CC2)NS(=O)(=O)C)COC2CCC(CC2)C2=CC=CC=C2 N-((3R,4S)-1-([1,2,4]triazolo[1,5-c]pyrimidin-5-yl)-3-((((1s,4S)-4-phenylcyclohexyl)oxy)methyl)piperidin-4-yl)methanesulfonamide